N-octadecyl-N-1,2-dicarboxylethyl-sulfosuccinamic acid C(CCCCCCCCCCCCCCCCC)N(C(CC(C(=O)O)S(=O)(=O)O)=O)C(CC(=O)O)C(=O)O